COC1=CC=C(C=C1)C(N1CCN(CC1)C(=O)OC(C)(C)C)C1=CC=C(C=C1)OC tert-butyl 4-(bis(4-methoxyphenyl)methyl)piperazine-1-carboxylate